C(C)(C)(C)N\C=C/1\C(OC2=C(C1=O)C=C(C=C2)F)CC2=CN=C(O2)C2=CC=C(C=C2)I (Z)-3-((tert-butylamino)methylene)-6-fluoro-2-((2-(4-iodophenyl)oxazol-5-yl)methyl)benzopyran-4-one